O[C@H](CC(=O)OC)CC methyl (S)-3-hydroxypentanoate